C(C)C(C(=O)O)C1=C(C=C(C=C1)OC)OCC1=C(OC2=C1C=C(C=C2)C2=CC(=CC=C2)CN)C(C(F)(F)F)O.CC2=CC=C(OCC(=O)N[C@@H](CC1=CC=CC=C1)C(=O)O)C=C2 N-[(4-methylphenoxy)acetyl]phenylalanine ethyl-2-(2-((5-(3-(aminomethyl)phenyl)-2-(2,2,2-trifluoro-1-hydroxyethyl)benzofuran-3-yl)methoxy)-4-methoxyphenyl)acetate